ethyl (R,Z)-4-((1S,3S,4S)-2-((3-chlorophenyl)-D-leucyl)-5,5-difluoro-2-azabicyclo[2.2.2]octane-3-carboxamido)-2-fluoro-5-((R)-2-oxopyrrolidin-3-yl)pent-2-enoate ClC=1C=C(C=CC1)N[C@H](CC(C)C)C(=O)N1[C@@H]2CC([C@H]([C@H]1C(=O)N[C@@H](\C=C(\C(=O)OCC)/F)C[C@@H]1C(NCC1)=O)CC2)(F)F